CN(C(/C=C/CC[C@@H](C(=O)NC=1C(N(C=CC1)CC=1NC2=C(C(=NC=C2F)CC(C)C)N1)=O)NC(OC)=O)=O)C methyl (S,E)-(7-(dimethylamino)-1-((1-((7-fluoro-4-isobutyl-1H-imidazo[4,5-c]pyridin-2-yl)methyl)-2-oxo-1,2-dihydropyridin-3-yl)amino)-1,7-dioxohept-5-en-2-yl)carbamate